BrC1=C(C=CC2=C(C(=CC=C12)C(=O)OC)Br)C(=O)OC dimethyl 1,5-dibromo-2,6-naphthalenedicarboxylate